pyrimidyl-nitrourea N1=C(N=CC=C1)N(C(=O)N)[N+](=O)[O-]